C(C=C)(=O)N1CCC2N(CCCC21)C2=C1C(=C(NC1=C(C=C2F)C(=O)N)C)Cl 4-(1-acryloyloctahydro-4H-pyrrolo[3,2-b]pyridin-4-yl)-3-chloro-5-fluoro-2-methyl-1H-indole-7-carboxamide